1,2,6-trimethyl-4-oxo-1,4-dihydropyridine-3,5-dicarboxylic acid dimethyl ester COC(=O)C1=C(N(C(=C(C1=O)C(=O)OC)C)C)C